2-(3-(1-acetylpiperidin-4-yl)-5'-fluoro-1'-methyl-1H,1'H-[4,6'-biindazol]-1-yl)-N-(pyrazolo[1,5-a]pyridin-4-yl)acetamide C(C)(=O)N1CCC(CC1)C1=NN(C=2C=CC=C(C12)C1=C(C=C2C=NN(C2=C1)C)F)CC(=O)NC=1C=2N(C=CC1)N=CC2